1-(5-(5-(2,3-dimethylphenyl)-6-methoxy-1-(4-methoxybenzyl)-1H-pyrazolo[4,3-b]pyridin-3-yl)pyridin-2-yl)-N-methylazetidin-3-amine CC1=C(C=CC=C1C)C1=C(C=C2C(=N1)C(=NN2CC2=CC=C(C=C2)OC)C=2C=CC(=NC2)N2CC(C2)NC)OC